4-(3-methyl-4-benzoylphenylthio)phenylbis(4-fluorophenyl)sulfonium hexafluoroantimonate F[Sb-](F)(F)(F)(F)F.CC=1C=C(C=CC1C(C1=CC=CC=C1)=O)SC1=CC=C(C=C1)[S+](C1=CC=C(C=C1)F)C1=CC=C(C=C1)F